5-[2-(trimethylsilyl)ethynyl]thiophene-2-carbaldehyde C[Si](C#CC1=CC=C(S1)C=O)(C)C